BrC1=CC=C(C=C1)C=C1C=C(C(C(=C1)C(C)(C)C)=O)C(C)(C)C 4-(4-bromophenyl)methylene-2,6-di-tert-butyl-2,5-cyclohexadien-1-one